FC(C(=O)NCC#CC=1C(=NC(N([C@H]2C[C@H](O)[C@@H](COC(C3=CC=CC=C3)(C3=CC=CC=C3)C3=CC=CC=C3)O2)C1)=O)N)(F)F 5-[3-(trifluoroacetamido)propynyl]-5'-O-trityl-2'-deoxycytidine